BrCCOC1=CC=C(CN2C(/C(/C3=CC=CC=C23)=C/C=C/C2=CC=C(C=C2)[N+](=O)[O-])=O)C=C1 (E)-1-(4-(2-bromoethoxy)benzyl)-3-((E)-3-(4-nitrophenyl)allylidene)indolin-2-one